2-(dibenzylamino)-2-methyl-propan-1-ol C(C1=CC=CC=C1)N(C(CO)(C)C)CC1=CC=CC=C1